C(C)OC(\C=C\C(\C1=CC=C(C=C1)Cl)=N/OC(C)=O)=O (2E,4E)-4-(acetoxyimino)-4-(p-chlorophenyl)but-2-enoic acid ethyl ester